O=C1C(CCC1)C(=O)OCC ethyl 2-oxocyclopentanecarboxylate